methyl {6-[(1S)-1-{[2-(1,3-dioxo-1,3-dihydro-2H-isoindol-2-yl)-6,8-difluoroquinolin-3-yl]oxy}ethyl]-5-(1H-pyrazol-1-yl)-1H-indazol-1-yl}acetate O=C1N(C(C2=CC=CC=C12)=O)C1=NC2=C(C=C(C=C2C=C1O[C@@H](C)C1=C(C=C2C=NN(C2=C1)CC(=O)OC)N1N=CC=C1)F)F